2-ethylthiazole-2,4-dicarboxylic acid 4-tert-butyl ester C(C)(C)(C)OC(=O)C=1NC(SC1)(C(=O)O)CC